tert-butyl-3,6-diazabicyclo[3.2.0]heptane-6-carboxylate C(C)(C)(C)OC(=O)N1C2CNCC2C1